C(C)(C)C1=NN(C(C2=C1N=C(S2)C2COC2)=O)CC(=O)OCC ethyl 2-(4-isopropyl-2-(oxetan-3-yl)-7-oxothiazolo[4,5-d]pyridazin-6(7H)-yl)acetate